(R)-1-(4-amino-5-((2-cyclopropyl-4,6-difluorobenzo[d]thiazol-5-yl)ethynyl)-8-methyl-8,9-dihydropyrazino[1',2':1,5]pyrrolo[2,3-d]pyrimidin-7(6H)-yl)but-2-yn-1-one NC=1C2=C(N=CN1)N1C(=C2C#CC=2C(=CC3=C(N=C(S3)C3CC3)C2F)F)CN([C@@H](C1)C)C(C#CC)=O